4,4'-methylene-bis(2,6-di-tert-butyl-phenol) C(C1=CC(=C(C(=C1)C(C)(C)C)O)C(C)(C)C)C1=CC(=C(C(=C1)C(C)(C)C)O)C(C)(C)C